6-((6-cyclopropylimidazo[1,2-a]pyridin-2-yl)methoxy)pyrimidine-2-carboxylic acid C1(CC1)C=1C=CC=2N(C1)C=C(N2)COC2=CC=NC(=N2)C(=O)O